2,3-Bis((1-benzyltetrazol-5-yl)thio)quinoxaline C(C1=CC=CC=C1)N1N=NN=C1SC1=NC2=CC=CC=C2N=C1SC1=NN=NN1CC1=CC=CC=C1